S1N=C(C2=C1C=CC=C2)NCC=2C=C(C=CC2)O 3-((benzo[d]isothiazol-3-ylamino)methyl)phenol